tert-butyl (3aR,6aS)-5-(2-fluoro-6-(2H-1,2,3-triazol-2-yl)benzoyl)hexahydropyrrolo[3,4-c]pyrrole-2(1H)-carboxylate FC1=C(C(=O)N2C[C@@H]3[C@H](C2)CN(C3)C(=O)OC(C)(C)C)C(=CC=C1)N1N=CC=N1